C(#N)C1CC(C1)C=1N=C2C(=NC1)N=C(S2)NC(=O)C=2C=NC(=CC2C2=C(C(=NC=C2OC)C)F)C N-(6-(3-cyanocyclobutyl)thiazolo[4,5-b]pyrazin-2-yl)-3'-fluoro-5'-methoxy-2',6-dimethyl-[4,4'-bipyridine]-3-carboxamide